FC(O[C@@H]1[C@H]2[C@@H](N([C@@H](C1)C2)C(=O)OC)C#C)F methyl (1R,3R,4R,5S)-5-(difluoromethoxy)-3-ethynyl-2-azabicyclo[2.2.1]heptane-2-carboxylate